5-methyl-1,2,4-triazolo[3,4-b]benzothiazole CC1=CC=CC2=C1N1C(S2)=NN=C1